BrCCOC1=C(C(=CC(=C1)CC=C)OC)O bromoethoxyeugenol